O-carboxymethylserine C(=O)(O)COC[C@H](N)C(=O)O